p-tert-butyltoluidine C(C)(C)(C)C=1C=C(C(N)=CC1)C